ethylene glycol monoarachidonate C(CCC\C=C/C\C=C/C\C=C/C\C=C/CCCCC)(=O)OCCO